COC1=CC=C(C=C1)C1CC(CC1)=O 3-(4-methoxyphenyl)cyclopentane-1-one